CC(CCC)CCC(CCC(CCC)C)O 4,10-dimethyl-tridecan-7-ol